(3R)-3-amino-4-fluoropyrrolidine-1-carboxylic acid tert-butyl ester C(C)(C)(C)OC(=O)N1C[C@H](C(C1)F)N